5-Ethyl-2(5H)-furanone C(C)C1C=CC(O1)=O